BrC=1C=C(C=CC1)[C@@H](C)NC1=NC(=NC2=CC(=C(C=C12)OC)OCCOCCOCCNC1=C2C(N(C(C2=CC=C1)=O)C1C(NC(CC1)=O)=O)=O)C 4-((2-(2-(2-((4-(((R)-1-(3-Bromophenyl)ethyl)amino)-6-methoxy-2-methyl-quinazolin-7-yl)oxy)ethoxy)ethoxy)ethyl)amino)-2-(2,6-dioxopiperidin-3-yl)isoindoline-1,3-dione